C[C@@H]1[C@H](C1)NC(=O)C1=CC2=C(N=C(S2)OC2CC(C2)N2CCOCC2)S1 N-((1S,2S)-2-methylcyclopropyl)-2-((1S,3R)-3-morpholinocyclobutoxy)thieno[2,3-d]thiazole-5-carboxamide